(S,E)-1-(dodec-3-en-6-yloxy)-2-ethoxy-4-methylbenzene CC\C=C\C[C@H](CCCCCC)OC1=C(C=C(C=C1)C)OCC